4-(4,6-bis(((R)-1,1,1-trifluoropropan-2-yl)amino)-1,3,5-triazin-2-yl)-1,1,1-trifluoro-2-methylbut-3-yn-2-ol FC([C@@H](C)NC1=NC(=NC(=N1)N[C@@H](C(F)(F)F)C)C#CC(C(F)(F)F)(O)C)(F)F